C(=C/CCC)/O 2Z-pentenol